N1,N4-di-sec-butyl-N1,N4-dipentylbenzene-1,4-diamine C(C)(CC)N(C1=CC=C(C=C1)N(CCCCC)C(C)CC)CCCCC